benzyl-3-(7-nitro-3-oxo-3,4-dihydro-2H-benzo[b][1,4]oxazin-2-yl)propanoate C(C1=CC=CC=C1)OC(CCC1C(NC2=C(O1)C=C(C=C2)[N+](=O)[O-])=O)=O